tert-Butyl 2-(dimethylcarbamoyloxy)-3,3-dimethyl-4-oxo-butanoate CN(C(=O)OC(C(=O)OC(C)(C)C)C(C=O)(C)C)C